C(C)C(C(=O)OCC)(CC)NC(=O)C1=NC(=C(C=C1)N1CC(C1)OC)OCC(COCF)(C)C Ethyl 2-ethyl-2-({6-[3-(fluoromethoxy)-2,2-dimethylpropoxy]-5-(3-methoxyazetidin-1-yl)pyridine-2-carbonyl}amino)butanoate